(R)-5-(3-(aminomethyl)phenyl)-1-((4-hydroxy-1-(3-phenylbutyryl)piperidin-4-yl)methyl)-4-phenylpyridin-2(1H)-one NCC=1C=C(C=CC1)C=1C(=CC(N(C1)CC1(CCN(CC1)C(C[C@@H](C)C1=CC=CC=C1)=O)O)=O)C1=CC=CC=C1